(R)-2-((3-chloro-2-methylphenyl)amino)-N-(4-(3-methylpiperazin-1-yl)phenyl)benzamide ClC=1C(=C(C=CC1)NC1=C(C(=O)NC2=CC=C(C=C2)N2C[C@H](NCC2)C)C=CC=C1)C